C(C=C)[C@]1([C@H](N(C[C@H]1OS(=O)(=O)C)C(=O)OC(C)(C)C)C(=O)OC)CCO[Si](C)(C)C(C)(C)C 1-(tert-butyl) 2-methyl (2S,3R,4S)-3-allyl-3-(2-((tert-butyldimethylsilyl)oxy)ethyl)-4-((methylsulfonyl)oxy)pyrrolidine-1,2-dicarboxylate